COC1=C(N=C(N(C1=O)C)N(C(C1=NC=CC=C1)C1=CC=CC=C1)C)C(=O)OCC ethyl 5-methoxy-1-methyl-2-{methyl[phenyl(pyridin-2-yl)methyl]amino}-6-oxopyrimidine-4-carboxylate